tert-butyl 6-bromoindoline-1-carboxylate BrC1=CC=C2CCN(C2=C1)C(=O)OC(C)(C)C